3-bromo-glutarimide BrC1CC(=O)NC(C1)=O